3-(4-chlorophenoxy)-N-((1R,2R,4S)-7-cyano-7-azabicyclo[2.2.1]heptan-2-yl)benzamide ClC1=CC=C(OC=2C=C(C(=O)N[C@H]3[C@H]4CC[C@@H](C3)N4C#N)C=CC2)C=C1